ClC=1C=C(C(=C(C1)C(=N)N(C)CC)C)CC1=CC(=CC=C1)C (5-chloro-2-methyl-3-(3-methylbenzyl)phenyl)-N-ethyl-N-methylformamidine